F[P-](F)(F)(F)(F)F.N1CCCC1.N1CCCC1.N1CCCC1 tripyrrolidine hexafluorophosphate